1-benzyl-N-(3-methyl-4-(trifluoromethoxy)-phenyl)-1H-1,2,4-triazole-3-carboxamide C(C1=CC=CC=C1)N1N=C(N=C1)C(=O)NC1=CC(=C(C=C1)OC(F)(F)F)C